FC(CCCCCCOC(CCC(=O)OCC1=CC(=CC(=C1)COC(NCCN1CCCC1)=O)COC(CCC(OCCCCCCC(C(F)(F)F)(F)F)OCCCCCCC(C(F)(F)F)(F)F)=O)OCCCCCCC(C(F)(F)F)(F)F)(C(F)(F)F)F (5-((((2-(pyrrolidin-1-yl)ethyl)carbamoyl)oxy)methyl)-1,3-phenylene)bis(methylene) bis(4,4-bis((7,7,8,8,8-pentafluorooctyl)oxy)butanoate)